Cl.C(/C1=CC=CC=C1)=C/1\C(CC(NC1)(C)C)=O (5E)-5-benzylidene-2,2-dimethyl-piperidin-4-one hydrochloride